8-methoxy-2,3,4,5-tetrahydrobenzo[b]oxepin COC=1C=CC2=C(OCCCC2)C1